1-(tetrahydro-2H-pyran-4-yl)piperidin O1CCC(CC1)N1CCCCC1